N-(5-((4-chlorobenzyl)oxy)-1,3,4-thiadiazol-2-yl)-3-(3-methyl-1H-pyrazol-4-yl)isonicotinamide ClC1=CC=C(COC2=NN=C(S2)NC(C2=C(C=NC=C2)C=2C(=NNC2)C)=O)C=C1